3-(4-(((4-fluorophenyl)methyl)sulfonamido)phenyl)-5-((6-(trifluoromethyl)pyridin-2-yl)amino)-1H-pyrazole-4-carboxamide FC1=CC=C(C=C1)CS(=O)(=O)NC1=CC=C(C=C1)C1=NNC(=C1C(=O)N)NC1=NC(=CC=C1)C(F)(F)F